C(CCCCCCCCC)(=O)OCCN(CCN(CC)CC)CCOC(OC(CCCCCCCCCC(=O)OCC(CCCCCCCC)CCCCCC)CCCCCC)=O 2-hexyldecyl 6-(2-(decanoyloxy) ethyl)-3-ethyl-12-hexyl-10-oxo-9,11-dioxa-3,6-diaza-heneicosane-21-carboxylate